NC1=C(N=CC(=N1)N1CCC2(CC1)[C@@H](C1=CC=C(C=C1C2)OC)N)SC2=C(C(=NC=C2)N)Cl (S)-1'-(6-amino-5-((2-amino-3-chloropyridin-4-yl)thio)pyrazin-2-yl)-5-methoxy-1,3-dihydrospiro[indene-2,4'-piperidin]-1-amine